1-[2-(dodecylsulfonyl)pyrimidin-5-yl]-5,6-dihydropyrimidine-2,4(1H,3H)-dione C(CCCCCCCCCCC)S(=O)(=O)C1=NC=C(C=N1)N1C(NC(CC1)=O)=O